ClC=1C(=CC(=C(C1)C1=NNC=C1C=1N=C2C=C(C=NC2=CC1)N1C[C@@H](NCC1)C(=O)NC)F)F |r| rac-(2R)-4-[6-[3-(5-chloro-2,4-difluoro-phenyl)-1H-pyrazol-4-yl]-1,5-naphthyridin-3-yl]-N-methyl-piperazine-2-carboxamide